CN1C(=NN=C1)CC1(COC1)C=1C=C(C=CC1)N1C(C2=CC(=CC(=C2C1)C(F)(F)F)CN1C2(COC2)CCC1)=O 2-(3-{3-[(4-methyl-4H-1,2,4-triazol-3-yl)methyl]oxetan-3-yl}phenyl)-6-({2-oxa-5-azaspiro[3.4]octan-5-yl}methyl)-4-(trifluoromethyl)-2,3-dihydro-1H-isoindol-1-one